ClC=1C=C(C=C2C(N(C=NC12)C1=NNC=C1)=O)F 8-chloro-6-fluoro-3-(1H-pyrazol-3-yl)quinazolin-4(3H)-one